FC1=C(C=CC=C1F)SCC1=C(C(=O)O)C=CC=C1 2-[(2,3-difluorophenyl)thiomethyl]benzoic acid